FC=1C=C(C=C(C1F)F)C1=C(C=CC=C1)O 2-(3',4',5'-trifluorophenyl)-phenol